O[C@@H]1CN(CC[C@@]12NCC1=CC=CC=C1C2)C(=O)C=2N=C1N(C[C@H](C[C@H]1COC)C(F)(F)F)C2 [(3R,3'R)-3'-hydroxy-1,4-dihydro-1'H,2H-spiro[isoquinoline-3,4'-piperidin]-1'-yl][(6S,8R)-8-(methoxymethyl)-6-(trifluoromethyl)-5,6,7,8-tetrahydroimidazo[1,2-a]pyridin-2-yl]methanone